BrC1=CC2=C(NC(C3N(C2=O)CCN(C3)C(COC3=CC(=CC=C3)OC(F)(F)F)=O)=O)C=C1 8-bromo-2-(2-(3-(trifluoromethoxy)phenoxy)acetyl)-1,3,4,12a-tetrahydrobenzo[e]pyrazino[1,2-a][1,4]diazepine-6,12(2H,11H)-dione